ClN1C(CN=C(C2=C1C=CC(=C2)C)C2=C(C=CC(=C2)OC)F)=O chloro-5-(2-fluoro-5-methoxy-phenyl)-7-methyl-1,3-dihydro-1,4-benzodiazepine-2-One